2-thioxo-5,6,7,8-tetrahydro-1H-quinazolin-4-one S=C1NC=2CCCCC2C(N1)=O